OC1(C(=O)N)CC=C(C(=O)NCCCNC2=CC(=NC3=CC=CC=C23)C2=CC=CC=C2)C=C1 1-hydroxy-N4-(3-((2-phenylquinolin-4-yl)amino)propyl)terephthalamide